CN1C2=C(C=C1C(=O)NC1=CC(=CC=C1)COC1=CC=C(C=C1)OC1CNCCC1)SC=C2 4-methyl-N-[3-[[4-(3-piperidyloxy)phenoxy]methyl]phenyl]thieno[3,2-b]pyrrole-5-carboxamide